Dicyclohexyl-3-(3-methyl-1,2,4-oxadiazol-5-yl)pyridine-2,5-diamine C1(CCCCC1)C1=C(C(=C(C(=N1)N)C1=NC(=NO1)C)C1CCCCC1)N